bis[(2-chloro-6-fluorophenyl)methyl]-4,5-dihydro-1,2,4-oxadiazol-5-one ClC1=C(C(=CC=C1)F)CN1C(=NOC1=O)CC1=C(C=CC=C1F)Cl